C1(CC(C(CC1)C(C)C)COCC1CC(CCC1C(C)C)C)C 1-menthyl-methylether